1-{5-[4-(Difluoromethoxy)benzenesulfonyl]-1H,2H,3H,4H,5H,6H-pyrrolo[3,4-c]pyrrol-2-yl}-2-(pyridin-3-yl)ethan-1-one FC(OC1=CC=C(C=C1)S(=O)(=O)N1CC2=C(C1)CN(C2)C(CC=2C=NC=CC2)=O)F